sodium methanolate C[O-].[Na+]